4-((2-(4-chlorophenyl)-4-isopropyl-3,6-dioxo-piperazin-1-yl)methyl)-benzonitrile ClC1=CC=C(C=C1)C1N(C(CN(C1=O)C(C)C)=O)CC1=CC=C(C#N)C=C1